(S)-5-bromo-6-methyl-2,3-dihydrobenzofuran-3-amine BrC=1C(=CC2=C([C@@H](CO2)N)C1)C